FC1=C(C=CC(=C1F)C(=O)OC(C)(C)C)C1=CC=C(C=C1)C1=N[C@H](C=2N(C3=C1C(=C(S3)C)C)C(=NN2)C)CC(=O)OC t-butyl 2,3-difluoro-4'-[(6S)-6-(2-methoxy-2-oxoethyl)-2,3,9-trimethyl-6H-thieno[3,2-f][1,2,4]triazolo[4,3-a][1,4]diazepin-4-yl][1,1'-biphenyl]-4-carboxylate